CC1=NC(=CC(=N1)C1(C(C=2C=CC=NC2CC1)=O)C)C 6-(2,6-dimethylpyrimidin-4-yl)-6-methyl-5-oxo-5,6,7,8-tetrahydroquinolin